C(C)(=O)N[C@H](C(=O)OC)CSCC(=O)N1CC(C1)([N+](=O)[O-])[N+](=O)[O-] (R)-Methyl 2-acetamido-3-(2-(3,3-dinitroazetidin-1-yl)-2-oxoethylthio)propanoate